3-(5-((2-(diethylamino)-4,4-dimethylcyclopentyl)oxy)-1-oxoisoindolin-2-yl)piperidine-2,6-dione C(C)N(C1C(CC(C1)(C)C)OC=1C=C2CN(C(C2=CC1)=O)C1C(NC(CC1)=O)=O)CC